1,3-bis(3-(2-aminophenoxy)phenoxy)-5-sec-butylbenzene NC1=C(OC=2C=C(OC3=CC(=CC(=C3)C(C)CC)OC3=CC(=CC=C3)OC3=C(C=CC=C3)N)C=CC2)C=CC=C1